(2R,3R,4S,5R,6R)-6-((5-(4-aminobicyclo[2.2.2]oct-1-yl)isoxazol-3-yl)methyl)-2-(hydroxymethyl)-5-methoxy-4-(4-(3,4,5-trifluorophenyl)-1H-1,2,3-triazol-1-yl)tetrahydro-2H-pyran-3-ol NC12CCC(CC1)(CC2)C2=CC(=NO2)C[C@@H]2[C@@H]([C@H]([C@H]([C@H](O2)CO)O)N2N=NC(=C2)C2=CC(=C(C(=C2)F)F)F)OC